IC1=C(C(=CC(=C1)C=O)I)C=O 2,6-diiodo-1,4-benzenedicarboxaldehyde